trifluoro-2-oxo-ethyl propionate C(CC)(=O)OC(C(=O)F)(F)F